(3S)-5-hydroxy-6-methyl-3-{2-[(pyrrolidin-1-yl)methyl]-1H-indol-3-yl}-2,3-dihydro-1H-isoindol-1-one OC=1C=C2[C@H](NC(C2=CC1C)=O)C1=C(NC2=CC=CC=C12)CN1CCCC1